(1-{6-methyl-4-[(1-methylcyclopropyl)amino]furo[2,3-d]pyrimidine-5-carbonyl}azetidin-3-yl)pyrimidine-5-carboxylic acid methyl ester COC(=O)C=1C=NC(=NC1)C1CN(C1)C(=O)C1=C(OC=2N=CN=C(C21)NC2(CC2)C)C